C1(CC1)C#CC1=CC2=C(OC[C@@H](C(N2C)=O)NC(C(=O)NCCC2=CC=CC=C2)=O)C=C1 (S)-N1-(7-(cyclopropylethynyl)-5-methyl-4-oxo-2,3,4,5-tetrahydrobenzo[b][1,4]oxazepin-3-yl)-N2-phenethyloxalamide